(S)-5-((tert-butyldimethylsilyl)oxy)pentan-2-ol [Si](C)(C)(C(C)(C)C)OCCC[C@H](C)O